tert-butyl (3S)-3-[[4-[6-(3-hydroxy-3-methyl-butyl)-1H-indol-3-yl]-5-(trifluoromethyl)pyrimidin-2-yl]amino]piperidine-1-carboxylate OC(CCC1=CC=C2C(=CNC2=C1)C1=NC(=NC=C1C(F)(F)F)N[C@@H]1CN(CCC1)C(=O)OC(C)(C)C)(C)C